FC=1C=C(C=CC1)CC(=O)C1=C(N(C2=CC=CC=C12)CCCCC)C 2-(3-fluorophenyl)-1-(2-methyl-1-pentyl-1H-indol-3-yl)ethanone